C1(CCCC1)NC1=CC=C(OC=2C=CC(=C(C(=O)N)C2)C)C=C1 5-(4-(cyclopentylamino)phenoxy)-2-methylbenzamide